bis(2,2,6,6-tetramethylpiperidin-4-yl)sebacate CC1(NC(CC(C1)OC(CCCCCCCCC(=O)OC1CC(NC(C1)(C)C)(C)C)=O)(C)C)C